[Si].C(C=C)(=O)N1CN(CN(C1)C(C=C)=O)C(C=C)=O 1,3,5-triacryloylhexahydros-triazine silicon